C(C)(C)(C)OC(=O)N1CCN(CC1)C1=C(NC=2N(C1=O)N=C(N2)NC2=CC=CC=C2)CC 4-(5-ethyl-7-oxo-2-(phenylamino)-4,7-dihydro-[1,2,4]triazolo[1,5-a]pyrimidin-6-yl)piperazine-1-carboxylic acid tert-Butyl ester